C(C1=CC=CC=C1)OC1=NC=CC(=C1)C(C)C (R)-2-(2-(benzyloxy)pyridin-4-yl)propan